3-(trifluoromethyl)piperidine FC(C1CNCCC1)(F)F